FC1=C(C=CC(=C1)C(F)(F)F)S(=O)(=O)N1CCC2(CN(C2)C(=O)N2CC3(C2)NC(OCC3)=O)CC1 2-[7-[2-fluoro-4-(trifluoromethyl)phenyl]sulfonyl-2,7-diazaspiro[3.5]nonane-2-carbonyl]-7-oxa-2,5-diazaspiro[3.5]nonan-6-one